COC1=CC=C(C=C1)N(C1=CC=C(C=C1)C1=CC=CC=C1)C1=CC=C(C=C1)OC N4,N4-bis(4-methoxyphenyl)-[1,1'-biphenyl]-4-amine